C(#N)[C@](C)(CC(F)(F)F)N(C(=O)C1=CC(=C2N1CCC1=CC(=C(C=C21)C2=NN(N=C2)C)OC)C2=NC=C(C=C2)F)C (S)-N-(2-cyano-4,4,4-trifluorobutan-2-yl)-1-(5-fluoropyridin-2-yl)-8-methoxy-N-methyl-9-(2-methyl-2H-1,2,3-triazol-4-yl)-5,6-dihydropyrrolo[2,1-a]isoquinoline-3-carboxamide